FC(C=1C=CC2=C(NC=N2)C1)(F)F 6-(trifluoromethyl)-1H-benzo[d]imidazole